C1(=CC=CC2=CC=CC=C12)NC(NC(C)=O)=S 3-(1-naphthyl)-1-acetylthiourea